ClC=1C=C(C=C2C(=C(C=NC12)C#N)N[C@H](CC)C1=CC=CC=C1)N[C@H](C=1N=NN(C1)C1(CC1)C(F)(F)F)C=1C(=NC(=CC1)F)C 8-chloro-6-(((S)-(6-fluoro-2-methylpyridin-3-yl)(1-(1-(trifluoromethyl)cyclopropyl)-1H-1,2,3-triazol-4-yl)methyl)amino)-4-(((R)-1-phenylpropyl)amino)quinoline-3-carbonitrile